methyl 4-fluoro-1-((R)-1-phenylethyl)piperidine-2-carboxylate FC1CC(N(CC1)[C@H](C)C1=CC=CC=C1)C(=O)OC